BrC1C2(C(C3=CC=CC=C13)=O)CCC(CC2)=NO bromo-4-(hydroxyimino)spiro[cyclohexane-1,2'-indene]-1'(3'H)-one